O-acetyluridine triphosphate P(O)(=O)(OP(=O)(O)OP(=O)(O)O)OC[C@@H]1[C@H]([C@H]([C@@H](O1)N1C(=O)NC(=O)C=C1)OC(C)=O)O